N[C@H](C(=O)O)C(C)C (1aS,5aS)-(S)-2-amino-3-methyl-butyric acid